(4-acetoxyphenyl)-5-(3,4,5-tripentyloxyphenyl)-1,3,4-oxadiazole C(C)(=O)OC1=CC=C(C=C1)C=1OC(=NN1)C1=CC(=C(C(=C1)OCCCCC)OCCCCC)OCCCCC